3-p-methoxybenzyl-5-phenylanisole COC1=CC=C(CC=2C=C(C=C(C2)C2=CC=CC=C2)OC)C=C1